1-(4-isopropyl-3,4-dihydroquinoxalin-1(2H)-yl)-2-(piperidin-1-yl)propan-1-one C(C)(C)N1CCN(C2=CC=CC=C12)C(C(C)N1CCCCC1)=O